C1(CC1)CC(C(=O)O)F 3-cyclopropyl-2-fluoropropanoic acid